Cl.ClC1=NN2C(N=CC(=C2[C@H](C)OC)N)=N1 2-chloro-7-[(1S)-1-methoxyethyl]-[1,2,4]triazolo[1,5-a]pyrimidin-6-amine hydrochloride